S(OC1=CC(=CC=C1)C(NC1=CC=C(C=C1)NC(C)=O)=O)(=O)(=O)F 3-((4-acetamidophenyl)carbamoyl)phenyl sulfurofluoridate